ClC=1C=C(C=CC1Cl)C=1N(C(=CC(C1C(=O)OCC)=O)C(C(=O)OCC)C1=CC(=CC(=C1)OC)OC)CC ethyl 2-(3,4-dichlorophenyl)-6-[1-(3,5-dimethoxyphenyl)-2-ethoxy-2-oxo-ethyl]-1-ethyl-4-oxo-pyridine-3-carboxylate